(S)-2-(1-cyclopropyl-2-hydroxy-2-methylpropyl)-4-(4-(5-methyl-1,3,4-oxadiazol-2-yl)phenyl)-1,2-dihydro-3H-pyrrolo[3,4-c]pyridin-3-one C1(CC1)[C@@H](C(C)(C)O)N1C(C=2C(=NC=CC2C1)C1=CC=C(C=C1)C=1OC(=NN1)C)=O